FC(C1=NC=CC=C1CN)(F)F 2-(trifluoromethyl)pyridine-3-methylamine